FC1=C(C(=CC=C1)N1N=CC=N1)C(=O)N1C[C@@H](CC[C@H]1C)OC1=NC=CC(=C1C#N)C 2-{[(3R,6R)-1-{[2-fluoro-6-(2H-1,2,3-triazol-2-yl)phenyl]carbonyl}-6-methylpiperidin-3-yl]oxy}-4-methylpyridine-3-carbonitrile